C(C1=CC=CC=C1)OC(=O)N[C@H]1[C@@H](CN(CC1)C(=O)OC(C)(C)C)O |r| Racemic-tert-butyl (3R,4R)-4-(((benzyloxy)carbonyl)amino)-3-hydroxypiperidine-1-carboxylate